C1(=CC=CC=C1)P(O)(O)(O)C1=CC=CC=C1.C1(=CC=CC=C1)P(O)(O)(O)C1=CC=CC=C1.OC1=CC=C(C=C1)C(C)(C)C1=CC=C(C=C1)O bisphenol A bis-(diphenylphosphite)